C(C)(C)[Si](OC[C@@H]1[C@H]([C@H]([C@@H](O1)OCCCCCCCCC(=O)OCCC(CCCCC)CCCCC)OCCCCCCCCC(=O)OCCC(CCCCC)CCCCC)OCCCCCCCCC(=O)OCCC(CCCCC)CCCCC)(C(C)C)C(C)C tris(3-pentyloctyl) 9,9',9''-(((2R,3R,4R,5R)-5-(((triisopropylsilyl)oxy)methyl)tetrahydrofuran-2,3,4-triyl)tris(oxy))trinonanoate